C1(=CC=CC=C1)C1N2C(COC1)=NC1=C2C=C(C=C1)C=1C=CC(=NC1)C#N 5-(4-phenyl-3,4-dihydro-1H-benzo[4,5]imidazo[2,1-c][1,4]oxazin-7-yl)picolinonitrile